(3-chlorophenyl)(4-((4-methoxybenzyl)thio)-1-((2-(trimethylsilyl)ethoxy)methyl)-1H-imidazol-2-yl)methyl diisopropylcarbamate C(C)(C)N(C(OC(C=1N(C=C(N1)SCC1=CC=C(C=C1)OC)COCC[Si](C)(C)C)C1=CC(=CC=C1)Cl)=O)C(C)C